CC=1OC(=CC1C(=O)NC=1SC=C(N1)CN1CCN(CC1)C)C1=CC(=CC=C1)C(F)(F)F 2-methyl-N-(4-((4-methylpiperazin-1-yl)methyl)thiazol-2-yl)-5-(3-(trifluoromethyl)phenyl)furan-3-carboxamide